2-((tert-butoxycarbonyl)amino)cyclobutane-1-carboxylate C(C)(C)(C)OC(=O)NC1C(CC1)C(=O)[O-]